tert-butyl 4-[2-[(2R)-3-(3,4-dihydro-1H-isoquinolin-2-yl)-2-hydroxy-propyl]-1-oxo-3,4-dihydroisoquinolin-6-yl]piperazine-1-carboxylate C1N(CCC2=CC=CC=C12)C[C@H](CN1C(C2=CC=C(C=C2CC1)N1CCN(CC1)C(=O)OC(C)(C)C)=O)O